FC(CN1C(=NC=2C1=NC(=CN2)C=2C=CN1N=C(N=CC12)NC1CC(C1)(C)N1C(CCC1)=O)C)F 1-((1s,3s)-3-((5-(1-(2,2-difluoroethyl)-2-methyl-1H-imidazo[4,5-b]pyrazin-6-yl)pyrrolo[2,1-f][1,2,4]triazin-2-yl)amino)-1-methylcyclobutyl)pyrrolidin-2-one